arsenic, pentafluoride [As](F)(F)(F)(F)F